ClC=1C=CC(=C(C1)N1CC(CCC1)N1N=CC(=C1C(F)(F)F)C(=O)OCC)OCC1=CC=C(C=C1)OC ethyl 1-[1-{5-chloro-2-[(4-methoxyphenyl)methoxy]phenyl}piperidin-3-yl]-5-(trifluoromethyl)-1H-pyrazole-4-carboxylate